ClC1=NNC2=C(C(=CC=C12)\C=C(\C(=O)NC=1C(=NC=C(C1C)C#N)C)/F)F (Z)-3-(3-chloro-7-fluoro-1H-indazol-6-yl)-N-(5-cyano-2,4-dimethylpyridin-3-yl)-2-fluoroacrylamide